CNCC(=O)[O-].[Li+] lithium N-methylglycine salt